5-((3-fluoro-4-methoxybenzyl)amino)-2-morpholinobenzoic acid FC=1C=C(CNC=2C=CC(=C(C(=O)O)C2)N2CCOCC2)C=CC1OC